P(OC1=C(C=C(C=C1)C(C)(C)C)C(C)(C)C)(OC1=C(C=C(C=C1)C(C)(C)C)C(C)(C)C)OC1=C(C=C(C=C1)C(C)(C)C)C(C)(C)C tris(2,4-di-tert.Butylphenyl) phosphite